ClC1=C(C(=CC=C1)OC)NC(=O)C1=NC(=NC=C1C=C)NC1=CC=C(C=C1)N1CCN(CC1)C N-(2-chloro-6-methoxyphenyl)-2-((4-(4-methylpiperazin-1-yl)phenyl)amino)-5-vinylpyrimidine-4-carboxamide